IC1=C(C(=CC(=C1)C(F)(F)F)I)O 2,6-diiodo-4-(trifluoromethyl)phenol